silyl-N-trimethylsilylvinylaniline [SiH3]N(C1=CC=CC=C1)C=C[Si](C)(C)C